ClC1=CC2=C(N=CN(C2=O)CC2(CCN(CC2)C(=O)C2(CC2)C)O)N1C1=CC=C(C=C1)[C@H]1N[C@H](COC1)C |r| Rac-6-chloro-3-((4-hydroxy-1-(1-methylcyclopropane-1-carbonyl)piperidin-4-yl)methyl)-7-(4-((3r,5s)-5-methylmorpholin-3-yl)phenyl)-3,7-dihydro-4H-pyrrolo[2,3-d]pyrimidin-4-one